O=C1NC(CCC1N1C(N(C2=C1C=CC(=C2)CN2CCC(CC2)N(C(OC(C)(C)C)=O)C)C)=O)=O tert-butyl N-[1-[[1-(2,6-dioxo-3-piperidyl)-3-methyl-2-oxo-benzimidazol-5-yl]methyl]-4-piperidyl]-N-methyl-carbamate